C(#N)C1=C(C=C(OC2CCC(CC2)NC(C2=CN=C(C=C2)N2CCC(CC2)C=O)=O)C=C1)C(F)(F)F N-((1r,4r)-4-(4-Cyano-3-(trifluoromethyl)phenoxy)cyclohexyl)-6-(4-formylpiperidin-1-yl)nicotinamide